C(CCC)C1=C(C=CC(=C1)F)B(C1=CC=C(C=C1)F)C1=CC=C(C=C1)F n-butyltris(p-fluorophenyl)boron